C[N+](C)(C)CCCCC N,N,N-trimethylpentylammonium